Cl.NCC1C2C(CC(C1)C2)CN 2,6-bis(aminomethyl)bicyclo[2.2.1]heptane hydrochloride